3β-(pyridin-2-ylmethoxy)-17-(1H-benzimidazol-1-yl)androsta-5,16-diene N1=C(C=CC=C1)CO[C@@H]1CC2=CC[C@H]3[C@@H]4CC=C([C@@]4(C)CC[C@@H]3[C@]2(CC1)C)N1C=NC2=C1C=CC=C2